tert-butyl (S)-ethyl(6-(trifluoromethyl)-2,3-dihydrobenzofuran-3-yl)carbamate C(C)N(C(OC(C)(C)C)=O)[C@@H]1COC2=C1C=CC(=C2)C(F)(F)F